C(C(C)C)OC(C(C(C(=O)OCC(C)C)C(C)C)(C#N)C(C)C)=O 2,3-diisopropyl-2-cyanosuccinic acid diisobutyl ester